[N+](=O)([O-])C=1C=C(C(=O)Cl)C=C(C1)[N+](=O)[O-] 3,5-dinitrobenzoyl chloride